N-(5-(3-(2,2-dimethylpyrrolidin-1-yl)propanamido)-2-methylpyridin-3-yl)-7-(1-methyl-1H-pyrazol-4-yl)-[1,2,4]triazolo[4,3-a]pyridine-3-carboxamide CC1(N(CCC1)CCC(=O)NC=1C=C(C(=NC1)C)NC(=O)C1=NN=C2N1C=CC(=C2)C=2C=NN(C2)C)C